CN(C)C.C1=C(C=C(C(=C1[N+](=O)[O-])O)[N+](=O)[O-])[N+](=O)[O-] N,N-dimethylmethanamine